4-(morpholin-4-yl)cyclohexanone tert-butyl-4-(2-methoxy-2-oxo-ethyl)-3,4-dihydro-2H-quinoline-1-carboxylate C(C)(C)(C)OC(=O)N1CCC(C2=CC=CC=C12)CC(=O)OC.N1(CCOCC1)C1CCC(CC1)=O